FC1=C(C(=O)N[C@@H](C(=O)N2CCC3(C(CN(C3)C)C=3C=NC=CC3)CC2)C(C)C)C=C(C=C1)C(F)(F)F 2-fluoro-N-((2R)-3-methyl-1-(2-methyl-4-(pyridin-3-yl)-2,8-diazaspiro[4.5]decan-8-yl)-1-oxobutan-2-yl)-5-(trifluoromethyl)benzamide